3-CYANO-5-METHYLBENZALDEHYDE C(#N)C=1C=C(C=O)C=C(C1)C